47,47-dimethyl-3,7,45-trioxo-5,11,14,17,20,23,26,29,32,35,38,41,46-tridecaoxa-2,8,44-triazaoctatetracontan CC(OC(NCCOCCOCCOCCOCCOCCOCCOCCOCCOCCOCCOCCNC(COCC(NC)=O)=O)=O)(C)C